benzyl N-[(1S)-2-[[(1R,2S,6R,7R)-8-cyano-3,5-dioxo-4-azatricyclo[5.2.2.02,6]undecan-8-yl]amino]-1-(cyclopropylmethyl)-2-oxo-ethyl]carbamate C(#N)C1([C@H]2[C@H]3C(NC([C@H]3[C@@H](C1)CC2)=O)=O)NC([C@H](CC2CC2)NC(OCC2=CC=CC=C2)=O)=O